O=C1CC2CC=C(N12)C(=O)O 7-oxo-1-azabicyclo[3.2.0]hept-2-ene-2-carboxylic acid